ethyl (S)-3-(3-(4-hydroxy-1-methyl-2-oxo-1,2-dihydropyridin-3-yl)ureido)-3-(3-(4-(trifluoro methyl)benzyl)phenyl)propanoate OC1=C(C(N(C=C1)C)=O)NC(N[C@@H](CC(=O)OCC)C1=CC(=CC=C1)CC1=CC=C(C=C1)C(F)(F)F)=O